N-[1-(2,6-difluoro-4-methoxyphenyl)-4-[4-(hydroxymethyl)piperidine-1-carbonyl]-1H-imidazol-2-yl]-4-(difluoromethoxy)benzamide FC1=C(C(=CC(=C1)OC)F)N1C(=NC(=C1)C(=O)N1CCC(CC1)CO)NC(C1=CC=C(C=C1)OC(F)F)=O